[N+](=O)([O-])C1=CC=C(C=C1)N1CCN(CC1)C1CC2(CNC2)C1 6-(4-(4-nitrophenyl)piperazin-1-yl)-2-azaspiro[3.3]heptane